N[C@]1(CN(CC1)C=1N(C(C2=C(N1)NC=C2C2=C(C1=CN(N=C1C=C2)C)Cl)=O)C)C (R)-2-(3-amino-3-methyl-pyrrolidin-1-yl)-5-(4-chloro-2-methyl-2H-indazol-5-yl)-3-methyl-3,7-dihydro-4H-pyrrolo[2,3-d]pyrimidin-4-one